6-(6-isopropoxy-3-pyridyl)-N-(1H-pyrazol-5-ylsulfonyl)pyridine-3-carboxamide C(C)(C)OC1=CC=C(C=N1)C1=CC=C(C=N1)C(=O)NS(=O)(=O)C1=CC=NN1